7-(5-(2-(4-methylpiperazin-1-yl)pyridin-4-yl)-1H-pyrrolo[2,3-b]pyridin-3-yl)spiro[chromane-2,4'-piperidin]-4-one CN1CCN(CC1)C1=NC=CC(=C1)C=1C=C2C(=NC1)NC=C2C2=CC=C1C(CC3(CCNCC3)OC1=C2)=O